[Pt+2].C1(=CC=CC=C1)C=1N=C(C2=CC=CC=C2C1)C1(C(=C(CCC1)O)C(C)=O)C1=NC(=CC2=CC=CC=C12)C1=CC=CC=C1 bis(phenylisoquinolyl)(acetylhydroxycyclohexene) platinum(II)